S1C=NC2=C1C=C(C=C2)C(NC(=O)[C@H]2NC(NC2)=O)C2=CC=C(C=C2)Cl (4S)-N-(benzo[d]thiazol-6-yl-(4-chlorophenyl)methyl)-2-oxoimidazolidine-4-carboxamide